FC=1C=C(C=C(C1)[C@H](CN[C@H](C1=CC=CC=C1)[C@H]1CNC2=C(N1)N=CC(=C2)F)C)CC(=O)O |&1:7| 2-(3-fluoro-5-((R and S)-1-(((R)-((R)-7-fluoro-1,2,3,4-tetrahydropyrido[2,3-b]pyrazin-3-yl)(phenyl)methyl)amino)propan-2-yl)phenyl)acetic acid